CCCCCCCCCCCCCC(=O)O[C@H](CCCCCCCCCCC)CC(=O)O[C@@H]1[C@H]([C@@H](O[C@@H]([C@H]1OP(=O)([O-])[O-])CO[C@@]2(C[C@H]([C@H]([C@H](O2)[C@@H](CO)O)O[C@@H]3[C@H]([C@H]([C@@H]([C@H](O3)[C@H](CO)O)OP(=O)([O-])[O-])O[C@@H]4[C@H]([C@H]([C@@H]([C@H](O4)[C@H](CO[C@@H]5[C@H]([C@H]([C@@H]([C@H](O5)[C@H](CO)O)O)O)O)O)O)O[C@@H]6[C@@H]([C@H]([C@@H]([C@H](O6)CO)O)O)O)O)O)O[C@@]7(C[C@H]([C@H]([C@H](O7)[C@@H](CO)O)O)O)C(=O)[O-])C(=O)[O-])OC[C@@H]8[C@H]([C@@H]([C@H]([C@H](O8)OP(=O)([O-])[O-])NC(=O)C[C@@H](CCCCCCCCCCC)O)OC(=O)C[C@@H](CCCCCCCCCCC)O)O)NC(=O)C[C@@H](CCCCCCCCCCC)OC(=O)CCCCCCCCCCC The molecule is a lipid A oxoanion obtained via deprotonation of the carboxy and phosphate OH groups of glucosyl-(heptosyl)2-4-phosphoheptosyl-(KDO)2-lipid A. It is a conjugate base of a glucosyl-(heptosyl)2-4-phosphoheptosyl-(KDO)2-lipid A.